C(C)(C)(C)NCC1=CC=CC=C1 Tert-butylbenzylamin